N-(3-(3-cyanopiperidin-1-yl)-1-(2-hydroxy-2-methylpropyl)-1H-pyrazol-4-yl)pyrazolo[1,5-a]pyrimidine-3-carboxamide C(#N)C1CN(CCC1)C1=NN(C=C1NC(=O)C=1C=NN2C1N=CC=C2)CC(C)(C)O